3-(3-chloro-2-fluorophenyl)-2-{[(4-methoxyphenyl)methyl]amino}propan-1-ol ClC=1C(=C(C=CC1)CC(CO)NCC1=CC=C(C=C1)OC)F